N-ethyl-2-methoxyethanamine C(C)NCCOC